6-bromo-7,8-dimethyl-[1,2,4]triazolo[1,5-a]pyridin-2-amine BrC=1C(=C(C=2N(C1)N=C(N2)N)C)C